ClC1=CC(=C(OCC(=O)NC23CC(C2)(C3)N3N=CC(=C3)OCCOC(F)(F)F)C=C1)O 2-(4-chloro-2-hydroxyphenoxy)-N-(3-{4-[2-(trifluoromethoxy)ethoxy]-1H-pyrazol-1-yl}bicyclo[1.1.1]pentan-1-yl)acetamide